C(C1=CC=CC=C1)OC(=O)N[C@H](C(=O)OC(C)C)CC1=CC=C(C=C1)OP(=O)(OC1=CC=C(C=C1)[N+](=O)[O-])N[C@H](C(=O)OC)C isopropyl (2S)-2-(((benzyloxy)carbonyl)amino)-3-(4-(((((S)-1-methoxy-1-oxopropan-2-yl)amino)(4-nitrophenoxy)phosphoryl)oxy)phenyl)propanoate